cis-methyl 4-[[5-[2-(2-amino-3-pyridyl)-5-phenyl-imidazo[4,5-b]pyridin-3-yl]pyridine-2-carbonyl]amino]cyclohexanecarboxylate NC1=NC=CC=C1C1=NC=2C(=NC(=CC2)C2=CC=CC=C2)N1C=1C=CC(=NC1)C(=O)N[C@H]1CC[C@H](CC1)C(=O)OC